C(C)(C)(C)C1=CC=C(C=C1)S(=O)(=O)NC1=NC=C(C=C1)O[Si](C)(C)C(C)(C)C 4-tert-butyl-N-[5-[(tert-butyldimethylsilyl)oxy]pyridin-2-yl]benzene-1-sulfonamide